3-(3,5-dimethoxy-4-hydroxyphenyl)acrylic acid COC=1C=C(C=C(C1O)OC)C=CC(=O)O